(4-((3-(7-(((3S,4R)-3-fluoro-1-methylpiperidin-4-yl)amino)-3-((trifluoromethyl)thio)pyrazolo[1,5-a]pyridin-2-yl)prop-2-yn-1-yl)amino)-3-methoxyphenyl)(morpholino)methanone F[C@H]1CN(CC[C@H]1NC1=CC=CC=2N1N=C(C2SC(F)(F)F)C#CCNC2=C(C=C(C=C2)C(=O)N2CCOCC2)OC)C